[Si](C)(C)(C(C)(C)C)N=S(=O)(N)C=1SC(=CC1F)C(CO[Si](C)(C)C(C)(C)C)(C)O N'-(tert-butyldimethylsilyl)-5-(1-((tert-butyldimethylsilyl)oxy)-2-hydroxypropan-2-yl)-3-fluorothiophene-2-sulfonimidamide